FC1=CC=C(OC2=C3CC[C@@H](N(C3=CC=C2C=2C=NN(C2)C2C(NC2)C)C(=O)OC)C)C=C1 methyl (2S)-5-(4-fluorophenoxy)-2-methyl-6-(1-(2-methylazetidin-3-yl)-1H-pyrazol-4-yl)-3,4-dihydroquinoline-1(2H)-carboxylate